(R)-1-methyl-pyrrolidin-3-amine CN1C[C@@H](CC1)N